FC1=C(C=CC=C1)C=CC(=O)N 3-(2-fluorophenyl)acrylamide